6-[4-(1-hydroxy-1-methyl-ethyl)-1-piperidyl]pyridine-3-carboxamide OC(C)(C)C1CCN(CC1)C1=CC=C(C=N1)C(=O)N